(3-(benzylthio)-5-chloro-2-methoxyphenyl)methanol C(C1=CC=CC=C1)SC=1C(=C(C=C(C1)Cl)CO)OC